3-(5-((2-(ethylamino)cyclohexyl)oxy)-1-oxoisoindolin-2-yl)piperidine-2,6-dione C(C)NC1C(CCCC1)OC=1C=C2CN(C(C2=CC1)=O)C1C(NC(CC1)=O)=O